COCC(C)OCC(C)OC=C(C)C1=CC(=CC=C1)C(=COC(COC(COC)C)C)C 1,3-bis(1-((1-((1-methoxypropan-2-yl)oxy)propan-2-yl)oxy)prop-1-en-2-yl)benzene